O(C1=CC=CC=C1)C1=CC=C2CCCC(C2=C1)=O 7-phenoxy-3,4-dihydronaphthalen-1(2H)-one